(2S,4R)-4-fluoro-1-[2-(2-oxo-1,2-dihydropyridin-1-yl)propanoyl]-N-[(S)-phenyl[4-(propan-2-yl)phenyl]methyl]pyrrolidine-2-carboxamide F[C@@H]1C[C@H](N(C1)C(C(C)N1C(C=CC=C1)=O)=O)C(=O)N[C@H](C1=CC=C(C=C1)C(C)C)C1=CC=CC=C1